(3R,4R,5S)-4-(tert-butylamino)-5-(diallylamino)-3-(pent-3-yloxy)cyclohex-1-ene-1-carboxylic acid ethyl ester C(C)OC(=O)C1=C[C@H]([C@@H]([C@H](C1)N(CC=C)CC=C)NC(C)(C)C)OC(CC)CC